F[C@H]1[C@H](C1)N1C(C(=CC=C1)NC(=O)C1=CC=2C(N=C1OC(C)C)=NN(C2)C21COC(C2)(C1)COC)=O N-(1-((1s,2r)-2-fluorocyclopropyl)-2-oxo-1,2-dihydropyridin-3-yl)-6-isopropoxy-2-(1-(methoxymethyl)-2-oxabicyclo[2.1.1]hex-4-yl)-2H-pyrazolo[3,4-b]pyridine-5-carboxamide